ClC1=NC=2C=CNC(C2C(=C1)OCC1=CC=C(C=C1)OC)=O 2-chloro-4-[(4-methoxyphenyl)methoxy]-6H-1,6-naphthyridin-5-one